2-(4-isopropylpiperazin-1-yl)benzo[d]thiazol-6-amine C(C)(C)N1CCN(CC1)C=1SC2=C(N1)C=CC(=C2)N